(R)-3-(3-(4-(1-(((4-bromobenzyl)oxy)imino)ethyl)phenyl)-1,2,4-oxadiazol-5-yl)pyrrolidine-1-carboximidamide hydrochloride Cl.BrC1=CC=C(CON=C(C)C2=CC=C(C=C2)C2=NOC(=N2)[C@H]2CN(CC2)C(N)=N)C=C1